(5R,7S)-7-amino-5-((6-(dimethylcarbamoyl)benzo[d]thiazol-2-yl)amino)-2-azaspiro[3.4]octane-2-carboxylic acid benzyl ester C(C1=CC=CC=C1)OC(=O)N1CC2(C1)[C@@H](C[C@H](C2)N)NC=2SC1=C(N2)C=CC(=C1)C(N(C)C)=O